CC1=C(C=C2CN(C(C2=C1)=O)C1C(NC(CC1)=O)=O)C1=CC=CC=C1 3-(6-methyl-1-oxo-5-phenylisoindolin-2-yl)piperidine-2,6-dione